methyl 2-amino-4-methylbenzo[d]thiazole-6-carboxylate NC=1SC2=C(N1)C(=CC(=C2)C(=O)OC)C